COC1=C(C2=C(N(C(N2C)=O)C2C(N(C(CC2)=O)CC2=CC=C(C=C2)OC)=O)C=C1)N1CCN(CC1)C(=O)OC(C)(C)C Tert-butyl 4-[5-methoxy-1-[1-[(4-methoxyphenyl)methyl]-2,6-dioxo-3-piperidyl]-3-methyl-2-oxo-benzimidazol-4-yl]piperazine-1-carboxylate